ClC(C(F)(F)OC(C(Cl)F)(F)F)F 2-chloro-1,1,2-trifluoroethyl ether